2,2-difluoro-3-(trityloxy)propan-1-ol FC(CO)(COC(C1=CC=CC=C1)(C1=CC=CC=C1)C1=CC=CC=C1)F